3-(fluoromethyl)azetidine 2,2,2-trifluoroacetate FC(C(=O)O)(F)F.FCC1CNC1